N1N=CN=C1C(CC)=O 1-(1H-1,2,4-triazol-5-yl)propan-1-one